1-(9-(4-amino-5-(6-cyclopropylpyridin-3-yl)-7-methyl-7H-pyrrolo[2,3-d]pyrimidin-6-yl)-3-azaspiro[5.5]-undec-8-en-3-yl)prop-2-en-1-one NC=1C2=C(N=CN1)N(C(=C2C=2C=NC(=CC2)C2CC2)C2=CCC1(CCN(CC1)C(C=C)=O)CC2)C